(S)-(4-(4-fluorobenzo[d]oxazol-2-yl)-6,7-dihydro-1H-imidazo[4,5-c]pyridin-5(4H)-yl)(5-(1-methyl-1H-pyrazol-4-yl)-1,3,4-oxadiazol-2-yl)methanone FC1=CC=CC2=C1N=C(O2)[C@H]2N(CCC1=C2N=CN1)C(=O)C=1OC(=NN1)C=1C=NN(C1)C